2,4-Diisopropylstyrene C(C)(C)C1=C(C=C)C=CC(=C1)C(C)C